7-Bromofurano[3,2-c][1,5]naphthyridin-4(5H)-one BrC=1C=NC=2C3=C(C(NC2C1)=O)C=CO3